1-((3,3-difluoro-1-methylcyclobutyl)methyl)-3-(2-fluoropropan-2-yl)-N-(2-(S-methylsulfonimidoyl)pyridin-4-yl)-4-(trifluoromethyl)-1H-pyrazole-5-carboxamide FC1(CC(C1)(C)CN1N=C(C(=C1C(=O)NC1=CC(=NC=C1)S(=O)(=N)C)C(F)(F)F)C(C)(C)F)F